OC1(CCN(CC1)C(=O)NC1=NC2=C(N1)C(=CC=C2C=2C=NN(C2)C2OCCCC2)OC)C 4-hydroxy-N-{7-methoxy-4-[1-(oxan-2-yl)-1H-pyrazol-4-yl]-1H-1,3-benzodiazol-2-yl}-4-methylpiperidine-1-carboxamide